C(C=C)C1C(CCC1)=O allylcyclopentan-1-one